2-[1-(4,4-dimethyl-1-cyclopenten-1-yl) ethoxy]-2-methylpropyl propionate C(CC)(=O)OCC(C)(C)OC(C)C1=CCC(C1)(C)C